(2S,4S)-1-tert-butyl 2-methyl 4-(3-bromo-4-((2,4-dimethoxybenzyl)amino)-1H-pyrazolo[3,4-d]pyrimidin-1-yl)pyrrolidine-1,2-dicarboxylate BrC1=NN(C2=NC=NC(=C21)NCC2=C(C=C(C=C2)OC)OC)[C@H]2C[C@H](N(C2)C(=O)OC(C)(C)C)C(=O)OC